(S)-N-(1-(7-(8-ethynyl-3-hydroxynaphthalen-1-yl)-8-fluoro-2-((tetrahydro-1H-pyrrolizin-7a(5H)-yl)methoxy)pyrido[4,3-d]pyrimidin-4-yl)-4,4-difluoroazepan-3-yl)acrylamide C(#C)C=1C=CC=C2C=C(C=C(C12)C1=C(C=2N=C(N=C(C2C=N1)N1C[C@@H](C(CCC1)(F)F)NC(C=C)=O)OCC12CCCN2CCC1)F)O